((1S,4R)-7-azabicyclo[2.2.1]heptan-2-yl)(2-methoxyethyl)carbamic acid benzyl ester hydrochloride Cl.C(C1=CC=CC=C1)OC(N(CCOC)C1[C@@H]2CC[C@H](C1)N2)=O